S(=O)(=O)(O)C1(CCCCC1)C(=O)OCCCCCCCCCCCCCCCCCC n-octadecyl sulfocyclohexanecarboxylate